OC1(OC2=CC=C(C=C2C(=C1NC(C)=O)C1=CC=CC=C1)C)C(F)(F)F N-(2-Hydroxy-6-methyl-4-phenyl-2-(trifluoromethyl)-2H-chromen-3-yl)acetamide